OCCC1COC1 3-Hydroxyethyloxetane